6-((3-(dimethylamino)propyl)amino)pyrido[4,3-e]pyrrolo[1,2-a]pyrazine-7-carboxylic acid CN(CCCNC=1C=2N(C3=C(N1)C=CN=C3)C=CC2C(=O)O)C